N-(1-(hydroxymethyl)cyclobutyl)-2-methyl-5-((2-(trifluoromethyl)pyridin-3-yl)methoxy)benzofuran-3-carboxamide OCC1(CCC1)NC(=O)C1=C(OC2=C1C=C(C=C2)OCC=2C(=NC=CC2)C(F)(F)F)C